N-(m-tolyl)benzamide C1(=CC(=CC=C1)NC(C1=CC=CC=C1)=O)C